FC1=CC=CC(=N1)NC(=O)[C@H]1C(N(C[C@@H]1C1=CC(NN1C)C(F)(F)F)C)=O (3S,4R)-N-(6-fluoro-2-pyridyl)-1-methyl-4-[1-methyl-3-(trifluoromethyl)-3H-pyrazol-5-yl]-2-oxo-pyrrolidine-3-carboxamide